CN(C[C@H](C)NC1=C(C(NN=C1)=O)C(F)(F)F)C1C(N(CC1)C1CCN(CC1)C1=NC=C(C=N1)C(F)(F)F)=O 5-(((2S)-1-(methyl(2-oxo-1-(1-(5-(trifluoromethyl)pyrimidin-2-yl)piperidin-4-yl)pyrrolidin-3-yl)amino)propan-2-yl)amino)-4-(trifluoromethyl)pyridazin-3(2H)-one